COC(=O)C1=[N+](C=CC2=CC=CC=C12)[O-] 1-(methoxycarbonyl)isoquinoline-2-oxide